C(C)(C)(C)C=1C=C(C(O)=CC1)O p-tertiary butyl-catechol